FC1(OC(OC1)=O)C 4-fluoro-4-methyl-1,3-dioxolan-2-one